((2-Ethyl-6-methoxy-1,2,3,4-tetrahydroisoquinolin-7-yl)amino)-5-((2-(1-methoxyethyl)phenyl)amino)-1,2,4-triazine-6-carboxamide C(C)N1CC2=CC(=C(C=C2CC1)OC)NC=1N=NC(=C(N1)NC1=C(C=CC=C1)C(C)OC)C(=O)N